FC1=CC=C(C=C1)C1=CC(=C(C=C1)C1=CC(=CC=C1)NS(=O)(=O)C)CCC(=O)N 3-(4''-fluoro-3-((methylsulfonyl)amino)-1,1':4',1''-terphenyl-2'-yl)propanamide